1-[6,7-dichloro-9-(1-methyl-1H-pyrazol-3-yl)-1,3,4,5-tetrahydro-2H-pyrrolo[3,2-c:4,5-c']dipyridin-2-yl]-2-hydroxyethan-1-one ClC1=C2C(=C(N=C1Cl)C1=NN(C=C1)C)C=1CN(CCC1N2)C(CO)=O